[6-[3-(trifluoromethyl)-1,2,4-triazol-1-yl]-2-azaspiro[3.3]heptan-2-yl]-[6-[[5-(trifluoromethyl)-1,2,4-triazol-1-yl]methyl]-2-azaspiro[3.3]heptan-2-yl]methanone FC(C1=NN(C=N1)C1CC2(CN(C2)C(=O)N2CC3(C2)CC(C3)CN3N=CN=C3C(F)(F)F)C1)(F)F